(6-{5-chloro-2-[(Oxan-4-yl)amino]pyrimidin-4-yl}-1-oxo-2,3-dihydro-1H-isoindol-2-yl)acetic acid ClC=1C(=NC(=NC1)NC1CCOCC1)C1=CC=C2CN(C(C2=C1)=O)CC(=O)O